C(C)(C)(C)P(C1=CC=C(C=C1)N(C)C)C(C)(C)C di-tert-butyl-(4-dimethylaminophenyl)phosphine